CC1=CC(=NC(=N1)N1CC(CC1)C(F)(F)F)C(=O)NN 6-methyl-2-(3-(trifluoromethyl)pyrrolidin-1-yl)pyrimidine-4-carbohydrazide